C(C)(C)(C)OC(=O)N1C[C@@H](C[C@H](C1)OC)N1N=C(C=2C1=NC=NC2N)C2=CC=C(C=C2)OC2=CC=CC=C2 (3r,5r)-3-(4-amino-3-(4-phenoxyphenyl)-1H-pyrazolo[3,4-d]pyrimidin-1-yl)-5-methoxypiperidine-1-carboxylic acid tert-butyl ester